BrC1=CC(=CC(=C1)C(C)(C)C)C(C)(C)C 1-bromo-3,5-di-tert-butylbenzene